N1=NC=C(C=C1)C1=CNC2=NC=CC(=C21)N2C[C@@]1(CCCCN1)CCC2 (6R)-8-(3-pyridazin-4-yl-1H-pyrrolo[2,3-b]pyridin-4-yl)-1,8-diazaspiro[5.5]undecane